1-(6-(4-isopropyl-4H-1,2,4-triazol-3-yl)pyridin-2-yl)-3-(4-((3R,5S)-3,5-dimethylmorpholino)phenyl)imidazolidin-2-one C(C)(C)N1C(=NN=C1)C1=CC=CC(=N1)N1C(N(CC1)C1=CC=C(C=C1)N1[C@@H](COC[C@@H]1C)C)=O